NCCCN(CCCCCCCCC(=O)OC(CCCCC)CC)CCCCCCCCC(=O)OC(CCCCC)CC 1-ethylhexyl 9-[3-aminopropyl-[9-(1-ethylhexoxy)-9-oxo-nonyl]amino]nonanoate